ClC1=CC=C2C(C(=C(N(C2=C1)C1=CC=CC=C1)C=1OC=CN1)CNC(=O)C1=CC(N(C=C1)CC1=CC=CC=C1)=O)=O 1-Benzyl-2-oxo-1,2-dihydro-pyridine-4-carboxylic acid (7-chloro-2-oxazol-2-yl-4-oxo-1-phenyl-1,4-dihydro-quinolin-3-ylmethyl)-amide